N-(2-tert.-Butylbenzyl)-N-cyclopropyl-3-(difluoromethyl)-5-fluoro-1-methyl-1H-pyrazol-4-carboxamid C(C)(C)(C)C1=C(CN(C(=O)C=2C(=NN(C2F)C)C(F)F)C2CC2)C=CC=C1